di(2-hydroxyethyl)ammonium OCC[NH2+]CCO